CC(C)C1=C(C(=NC=C1)O[C@H]1CN([C@@H](CC1)C)C(=O)C1=C(C=CC=C1)N1N=CC=N1)C(=O)OC methyl 4-(1-methylethyl)-2-{[(3R,6R)-6-methyl-1-{[2-(2H-1,2,3-triazol-2-yl)phenyl]carbonyl}piperidin-3-yl]oxy}pyridine-3-carboxylate